BrC=1C=NC2=C3C(=CC=C2C1)C=CC=C3 3-bromobenzo[1,2-h]quinoline